C1(=CC=CC=C1)SCC1=CC2=CC=CC=C2C=C1 (naphthalene-2-ylmethyl) (phenyl) thioether